C(C1=CC=CC=C1)C1=C2N3CCCC3CC=CCCC(C3=NN=C(C(C(=C1)[N+](=O)[O-])=N2)O3)(C(F)(F)F)OCC3=CC=CC=C3 18-benzyl-6-(benzyloxy)-20-nitro-6-(trifluoromethyl)-22-oxa-3,4,16,21-tetraazatetracyclo[15.3.1.12,5.012,16]docosa-1(21),2,4,9,17,19-hexaene